C1=CC=C2C(=C1)C3=C4C2=CC=CC4=C(C=C3)N5C(=O)C=CC5=O N-(3-Fluoranthyl)maleimide